2-((1s,4s)-2-oxa-5-azabicyclo[2.2.1]heptan-5-yl)-N-(6-(1-methyl-1H-pyrazol-4-yl)isoquinolin-3-yl)acetamide [C@@H]12OC[C@@H](N(C1)CC(=O)NC=1N=CC3=CC=C(C=C3C1)C=1C=NN(C1)C)C2